(R)-N-(1-(3-methoxyphenyl)ethyl)-N-(2-(4-methylpiperazin-1-yl)ethyl)-3,3-diphenylprop-2-en-1-amine COC=1C=C(C=CC1)[C@@H](C)N(CC=C(C1=CC=CC=C1)C1=CC=CC=C1)CCN1CCN(CC1)C